COC(=O)C=1C=CC2=C(N(C(=N2)CN2CC3CC3(CC2)C2=NC(=CC=C2)OCC2=CC=CC=C2)C[C@H]2OCC2)C1 2-((6-(6-(benzyloxy)pyridin-2-yl)-3-azabicyclo[4.1.0]hept-3-yl)methyl)-1-((S)-oxetan-2-ylmethyl)-1H-benzo[d]imidazole-6-carboxylic acid methyl ester